2-((3R,4S)-3-aminotetrahydro-2H-pyran-4-yl)-5-chloro-3-iodo-N-(thiophen-2-ylmethyl)thieno[3,2-b]pyridin-7-amine formate C(=O)O.N[C@H]1COCC[C@@H]1C1=C(C2=NC(=CC(=C2S1)NCC=1SC=CC1)Cl)I